C(C)(C)C1=CN=C(S1)NC(C1=C(C=CC=C1)C)=O N-(5-isopropylthiazol-2-yl)-2-methylbenzamide